2-(2-ethoxyethyl)-5-methoxypyrazine C(C)OCCC1=NC=C(N=C1)OC